β,β-carotene-3,3'-diol CC1(C)CC(CC(C)=C1\C=C\C(\C)=C\C=C\C(\C)=C\C=C\C=C(/C)\C=C\C=C(/C)\C=C\C1=C(C)CC(CC1(C)C)O)O